3-((1-Methylpiperidin-4-yl)amino)propan-1-ol CN1CCC(CC1)NCCCO